BrN1C2(N3C(=C(C=CC3=O)C)C1=O)CC1(C2)CCC1 bromo-8''-methyl-2''H-dispiro[cyclobutane-1,1'-cyclobutane-3',3''-imidazo[1,5-a]pyridin]-1'',5''-dione